CC1=CC2=C(N=CN=C2)NC1=O 6-methylpyrido[2,3-d]pyrimidin-7(8H)-one